N1=C(C=CC=C1)C(=O)NN 2-pyridine-carbonyl-hydrazine